OC1=CC(=NC=N1)N1[C@H]([C@H](CC1)NS(=O)(=O)C)CO[C@@H]1CC[C@@H](CC1)C1=CC=CC=C1 N-((2R,3S)-1-(6-hydroxypyrimidin-4-yl)-2-((((CIS)-4-phenylcyclohexyl)oxy)methyl)pyrrolidin-3-yl)methanesulfonamide